C(#N)C[C@@H](C1=CC=C(C=C1)S(=O)(=O)CC)NC(OC(C)(C)C)=O tert-butyl (S)-(2-cyano-1-(4-(ethylsulfonyl)phenyl)ethyl)carbamate